(R)-N-(6-chloro-4-iodopyridin-3-yl)-6-(3-fluoropyrrolidin-1-yl)nicotinamide ClC1=CC(=C(C=N1)NC(C1=CN=C(C=C1)N1C[C@@H](CC1)F)=O)I